ruthenium (II) hexafluoride dihydrochloride Cl.Cl.[Ru-4](F)(F)(F)(F)(F)F